FC1(CN(C1)C(C(=C)F)=O)COC(=O)N1CCC(CC1)NC1=CC(=NC=2N1N=CC2C(C)C)C2CCOCC2 4-((3-isopropyl-5-(tetrahydro-2H-pyran-4-yl)pyrazolo[1,5-a]pyrimidin-7-yl)amino)piperidine-1-carboxylic acid (3-fluoro-1-(2-fluoroacryloyl)azetidin-3-yl)methyl ester